isopropyl 2-((5-acrylamido-4-((2-(dimethylamino)ethyl) (methyl)amino)-2-methoxyphenyl)amino)-4-(1-methyl-1H-indol-3-yl)pyrimidine-5-carboxylate mesylate S(C)(=O)(=O)O.C(C=C)(=O)NC=1C(=CC(=C(C1)NC1=NC=C(C(=N1)C1=CN(C2=CC=CC=C12)C)C(=O)OC(C)C)OC)N(C)CCN(C)C